3-(4-chloro-3-fluorophenyl)-1-((6-methoxypyridin-2-yl)methyl)-1H-pyrrolo[2,3-b]pyridine ClC1=C(C=C(C=C1)C1=CN(C2=NC=CC=C21)CC2=NC(=CC=C2)OC)F